1-hydroxy-1,3-dihydrobenzo[c][1,2]oxaborole-6-carbohydrazide hydrochloride Cl.OB1OCC2=C1C=C(C=C2)C(=O)NN